6-imino-1,3,5-triazine-2,4-dione N=C1NC(NC(N1)=O)=O